Cl.ClC=1C(=C(C=CC1Cl)NC1=NC=NC2=CC(=C(C=C12)OC1CNCCC1)OC)F N-(3,4-dichloro-2-fluorophenyl)-7-methoxy-6-(piperidin-3-yloxy)quinazolin-4-amine hydrochloride